5-(3-bromopropoxy)-N-methylpicolinamide BrCCCOC=1C=CC(=NC1)C(=O)NC